(S)-2-Hydroxy-propionic acid (S)-1-((S)-1-{(S)-1-[(S)-1-((S)-1-ethoxycarbonyl-ethoxycarbonyl)-ethoxycarbonyl]-ethoxycarbonyl}-ethoxycarbonyl)-ethyl ester C(C)OC(=O)[C@H](C)OC(=O)[C@H](C)OC(=O)[C@H](C)OC(=O)[C@H](C)OC(=O)[C@H](C)OC([C@H](C)O)=O